CS(=O)(=O)C=1C=C(C=NC1)N 5-methylsulfonylpyridin-3-amine